tert-butyl 2-methyl-3-oxo-4-propyl-1-oxa-4,9-diazaspiro[5.5]undecane-9-carboxylate CC1OC2(CN(C1=O)CCC)CCN(CC2)C(=O)OC(C)(C)C